FC(OC1=C(C=C(C#N)C=C1)B1OC(C(O1)(C)C)(C)C)F 4-(difluoromethoxy)-3-(4,4,5,5-tetramethyl-1,3,2-dioxaborolan-2-yl)benzonitrile